C1(=CC=CC=C1)CC1=CC=CC=C1 Phenylphenylmethane